2,2-difluoro-N-(4-fluoro-3-(trifluoromethyl)phenyl)-6-(2-methoxy-5-(3a,4,6,6a-tetrahydrofuro[3,4-d]isoxazol-3-yl)benzamido)benzo[d][1,3]dioxole-5-carboxamide FC1(OC2=C(O1)C=C(C(=C2)C(=O)NC2=CC(=C(C=C2)F)C(F)(F)F)NC(C2=C(C=CC(=C2)C2=NOC1C2COC1)OC)=O)F